ClC1=C(C=C2C(C(=CN(C2=N1)C1=NC(=NS1)N1CCOCC1)C(=O)O)=O)F 7-chloro-6-fluoro-1-[3-(morpholin-4-yl)-1,2,4-thiadiazol-5-yl]-4-oxo-1,4-dihydro-1,8-naphthyridine-3-carboxylic acid